4-(7-aminobenzo[d]imidazo[2,1-b]thiazol-2-yl)-N-methylbenzamide NC1=CC2=C(N3C(S2)=NC(=C3)C3=CC=C(C(=O)NC)C=C3)C=C1